(S)-3-amino-2-(dimethyl-amino)propionic acid methyl ester hydrochloride Cl.COC([C@H](CN)N(C)C)=O